COC=1C=C2C(=CC=NC2=CC1OC)OC1=CC=C(C=C1)NC(=O)C1=NN(C(C=C1C)=O)C1=CC=C(C=C1)CC N-(4-((6,7-dimethoxyquinolin-4-yl)oxy)phenyl)-1-(4-ethylphenyl)-4-methyl-6-oxo-1,6-dihydropyridazine-3-carboxamide